inosine diphosphate P(O)(=O)(OP(=O)(O)O)OC[C@@H]1[C@H]([C@H]([C@@H](O1)N1C=NC=2C(O)=NC=NC12)O)O